ClC1=C(C=CC=C1)S(=O)(=O)N1C=C(C2=CC=CC=C12)C=O 1-(2-chlorophenyl-sulfonyl)-1H-indole-3-carbaldehyde